CN(C)C1=CC=C(C=C1)C(=C2C=CC(=[N+](C)C)C=C2)C3=CC=C(C=C3)N(C)C.[Cl-] The molecule is an organic chloride salt that is the monochloride salt of crystal violet cation. It has been used in creams for the topical treatment of bacterial and fungal infections, being effective against some Gram-positive bacteria (notably Staphylococcus species) and some pathogenic fungi (including Candida species) but use declined following reports of animal carcinogenicity. It has also been used for dying wood, silk, and paper, as well as a histological stain. It has a role as a histological dye, an antiseptic drug, an antibacterial agent, an antifungal agent and an anthelminthic drug. It contains a crystal violet cation.